[C@@H]1([C@H](O)[C@H](O)[C@@H](CO)O1)N1C(=S)NC(=O)C=C1 thiouridine